[Si](C1=CC=CC=C1)(C1=CC=CC=C1)(C(C)(C)C)OCC1=C(C(=O)O)C=C(C=C1)[N+](=O)[O-] 2-(((tert-butyldiphenylsilyl)oxy)methyl)-5-nitrobenzoic acid